N1=C(C=CC=C1)CN1C=C(C2=CC(=CC=C12)C#N)C(=O)NC1=C(N=CS1)C(=O)O 5-[1-(pyridin-2-ylmethyl)-5-cyano-1H-indole-3-carboxamido]thiazole-4-carboxylic acid